FC=1C=CC(=C(C1)C1CCN(CC1)C(=O)C1=NNC=2CNCCC21)C(F)(F)F (4-(5-fluoro-2-(trifluoromethyl)phenyl)piperidin-1-yl)(4,5,6,7-tetrahydro-1H-pyrazolo[3,4-c]pyridin-3-yl)methanone